[N+](=O)([O-])CC(C1=C(NC2=CC=CC=C12)C1=CC=CC=C1)C1=CC=C(C=C1)B(O)O (4-(2-nitro-1-(2-phenyl-1H-indol-3-yl)ethyl)phenyl)boronic acid